ClC1=C(C(=C(C=C1OC)OC)Cl)C1=CC2=C(N=C(N=C2)N[C@H]2[C@H](COC2)NC(C=C)=O)C(=N1)N1CC2(C1)COCC2 N-((3R,4S)-4-((6-(2,6-dichloro-3,5-di-methoxyphenyl)-8-(6-oxa-2-azaspiro[3.4]octan-2-yl)pyrido[3,4-d]pyrimidin-2-yl)amino)tetrahydro-furan-3-yl)acrylamide